5-chloro-N-(1-methylcyclopropyl)-1-(trimethylstannyl)imidazo[1,5-a]pyridine-7-sulfonamide ClC1=CC(=CC=2N1C=NC2[Sn](C)(C)C)S(=O)(=O)NC2(CC2)C